4-methyl-2-mercaptobenzoimidazole CC1=CC=CC=2N=C(NC21)S